Tert-butyl 4-(4-(((+)-trans-3-(ethoxycarbonyl)cyclopentyl)oxy)phenyl)-1-methyl-1H-pyrazole-5-carboxylate C(C)OC(=O)[C@@H]1C[C@H](CC1)OC1=CC=C(C=C1)C=1C=NN(C1C(=O)OC(C)(C)C)C